ethyl 3-(2-((tert-butyldiphenylsilyl)oxy)ethyl)-2-(1H-indol-2-yl)-4-methoxybenzo[b]thiophene-6-carboxylate [Si](C1=CC=CC=C1)(C1=CC=CC=C1)(C(C)(C)C)OCCC=1C2=C(SC1C=1NC3=CC=CC=C3C1)C=C(C=C2OC)C(=O)OCC